tert-butyl (R)-(tert-butoxycarbonyl)(9-(6-(3-((tert-butoxycarbonyl)amino)-3-(cyclopropylcarbamoyl)pyrrolidin-1-yl)-2-chloro-3-fluoro-4-formylbenzyl)9H-purin-6-yl)carbamate C(C)(C)(C)OC(=O)N(C(OC(C)(C)C)=O)C1=C2N=CN(C2=NC=N1)CC1=C(C(=C(C=C1N1C[C@](CC1)(C(NC1CC1)=O)NC(=O)OC(C)(C)C)C=O)F)Cl